ClC1=NC(=CC(=C1)C1(CC2(COC2)C1)C(=O)NNC(NC)=S)Cl 2-(6-(2,6-dichloropyridin-4-yl)-2-oxaspiro[3.3]heptane-6-carbonyl)-N-methylhydrazinecarbothioamide